FC=1C=C(C2=C(SC=C2)C1)N1CCN(CC1)CCC1=CC=C2C(=CC(N(C2=C1)COC(CCCCC)=O)=O)[2H] (7-(2-(4-(6-Fluorobenzo[b]thiophen-4-yl)piperazin-1-yl)ethyl)-2-oxo quinolin-1(2H)-yl-4-d)methylhexanoate